1-[3-(7-fluoro-1H-indazol-6-yl)-5-hydroxymethyl-1H-pyrazolo[3,4-b]pyrazin-6-yl]-N-(4-fluoro-3-methoxyphenyl)-4-methylpiperidine-4-carboximidamide FC=1C(=CC=C2C=NNC12)C1=NNC2=NC(=C(N=C21)CO)N2CCC(CC2)(C(NC2=CC(=C(C=C2)F)OC)=N)C